C1N(CC12COCC2)C2=CC=C1C(=N2)NC=C1C1=NC(=NC=C1C(F)(F)F)N[C@@H]1CNCCC1 (S)-4-(6-(6-oxa-2-azaspiro[3.4]oct-2-yl)-1H-pyrrolo[2,3-b]pyridin-3-yl)-N-(piperidin-3-yl)-5-(trifluoromethyl)pyrimidin-2-amine